2-[(2's,4r)-2',5-difluoro-1-oxo-6-(trifluoromethyl)spiro[3H-isoquinoline-4,1'-cyclopropane]-2-yl]-N-(5-chloropyrimidin-2-yl)acetamide F[C@@H]1[C@@]2(C1)CN(C(C1=CC=C(C(=C12)F)C(F)(F)F)=O)CC(=O)NC1=NC=C(C=N1)Cl